C1(CC1)S(=O)(=O)NC=1SC=C(N1)C(C(=O)NC1=CC=C(C=C1)C1=NC(=C(N=C1)C)C)(C)C 2-(2-(cyclopropanesulfonamido)thiazol-4-yl)-N-(4-(5,6-dimethylpyrazin-2-yl)phenyl)-2-methylpropanamide